3-[3-ethyl-4-(1H-pyrrolo[2,3-b]pyridin-5-yloxy)phenyl]-4-hydroxy-1-[3-(trifluoromethyl)phenyl]-2-imidazolidinone C(C)C=1C=C(C=CC1OC=1C=C2C(=NC1)NC=C2)N2C(N(CC2O)C2=CC(=CC=C2)C(F)(F)F)=O